4-aminophenyl (pentyl) sulfide C(CCCC)SC1=CC=C(C=C1)N